4-(5-Cyclopropyl-1,2,4-oxadiazol-3-yl)-N-{(1r,6s)-2,2-difluoro-6-[4-(propan-2-yl)piperazin-1-yl]cyclohexyl}-4-methylpiperidine-1-thiocarboxamide C1(CC1)C1=NC(=NO1)C1(CCN(CC1)C(N[C@H]1C(CCC[C@@H]1N1CCN(CC1)C(C)C)(F)F)=S)C